tert-butyl-5-(1-(1-(tert-butoxycarbonyl) piperidin-4-yl)-1H-pyrazol-4-yl)-3-(pyridin-4-ylcarbamoyl)-1H-indazole-1-carboxylate C(C)(C)(C)OC(=O)N1N=C(C2=CC(=CC=C12)C=1C=NN(C1)C1CCN(CC1)C(=O)OC(C)(C)C)C(NC1=CC=NC=C1)=O